7-methyl-4-({[(1r,4s)-4-propylcyclohexyl]oxy}methyl)-2H-quinolizine-3,6(1H,4H)-dione CC=1C(N2C(C(CCC2=CC1)=O)COC1CCC(CC1)CCC)=O